CC([O-])C.CC([O-])C.OC1=CC=C(C=C1)C(C)(C)C1=CC=C(C=C1)O bisphenol A bis-isopropoxide